1-((2S,3R,4R)-2-cyclopropyl-4-((5-fluoro-6-methylpyridin-2-yl)amino)-6-(1-(2-hydroxyethyl)-1H-pyrazol-4-yl)-3-methyl-3,4-dihydroquinolin-1(2H)-yl)ethanone C1(CC1)[C@@H]1N(C2=CC=C(C=C2[C@@H]([C@H]1C)NC1=NC(=C(C=C1)F)C)C=1C=NN(C1)CCO)C(C)=O